6-methyl-1,2,4,5-tetrazine CC1=NN=CN=N1